C(C)(C)(C)OC(=O)C1=NC=2C=CC(=CC2C2=C1C(=NN2C)C(=O)OC(C)(C)C)C(=O)[O-] bis(t-butoxyformyl)-1-methyl-1H-pyrazolo[4,3-C]quinoline-8-carboxylate